2-[1-[3,6-Dimethyl-2-(1-methylpyrazolo[4,3-b]pyridin-5-yl)-4-oxo-chromen-8-yl]ethylamino]benzoic acid CC1=C(OC2=C(C=C(C=C2C1=O)C)C(C)NC1=C(C(=O)O)C=CC=C1)C1=CC=C2C(=N1)C=NN2C